Cl.Cl.N1C=NC(=C1)CCN 2-(1H-Imidazol-4-yl)ethylamine dihydrochloride